C1=NC=CC2=CC=C(C=C12)C1=CC(=NN1C)NC(NC1=C(C=CC=C1)S(=O)(=O)NC)=O (3-(5-(isoquinolin-7-yl)-1-methyl-1H-pyrazol-3-yl)ureido)-N-methylbenzenesulfonamide